1-(5-(5-chloro-2-methoxypyridin-4-yl)-1H-pyrazole-3-carbonyl)-2,6-dimethylpiperidine-4-carboxylic acid ClC=1C(=CC(=NC1)OC)C1=CC(=NN1)C(=O)N1C(CC(CC1C)C(=O)O)C